C1(=CC=CC=C1)O[Si](OC1=CC=CC=C1)(OC1=CC=CC=C1)OC1=CC=CC=C1 ortho-silicic acid tetraphenyl ester